uronium hexafluorophosphate-Methanaminium C[NH3+].F[P-](F)(F)(F)(F)F.[NH2+]=C(O)N.F[P-](F)(F)(F)(F)F